3-(4-methoxy-6-(piperidin-3-yl)pyridin-2-yl)pyrazolo[1,5-a]pyridine COC1=CC(=NC(=C1)C1CNCCC1)C=1C=NN2C1C=CC=C2